C[SiH](OCC1(CCCCC1)CO[SiH](C)C)C bis(dimethylsiloxymethyl)cyclohexane